O1C(=CC2=C1C=CC=C2)C2=NC=1N(C(N(C(C1N2)=O)CC)=O)CC 8-(benzofuran-2-yl)-1,3-diethyl-1H-purine-2,6(3H,7H)-dione